ClC1=C(C=C(C=C1)F)[C@@H]([C@H](C)C=1N(C(C(=C(N1)C(=O)NC=1C=NOC1)O)=O)C)C=1C=NN(C1)CC1COC1 2-((1S,2S)-1-(2-chloro-5-fluorophenyl)-1-(1-(oxetan-3-ylmethyl)-1H-pyrazol-4-yl)propan-2-yl)-5-hydroxy-N-(isoxazol-4-yl)-1-methyl-6-oxo-1,6-dihydropyrimidine-4-carboxamide